1,1'-(4-(Benzo[b]thiophen-3-yl)-2-benzyl-6-methyl-1,4-dihydropyridin-3,5-diyl)bis(ethan-1-on) S1C2=C(C(=C1)C1C(=C(NC(=C1C(C)=O)C)CC1=CC=CC=C1)C(C)=O)C=CC=C2